C1=C(C=CC2=CC=CC=C12)C(=O)NCCC1=CC(=NO1)C(=O)OCC ethyl 5-(2-(2-naphthamido)ethyl)isoxazole-3-carboxylate